C1(=CC=C(C=C1)C(C(F)(F)F)(C1=CC(=C(C(=O)O)C=C1)F)C1=CC(=C(C(=O)O)C=C1)F)C1=CC=CC=C1 4,4'-(1-([1,1'-biphenyl]-4-yl)-2,2,2-trifluoroethane-1,1-diyl)bis(2-fluorobenzoic acid)